benzyl-(4-hydroxyphenyl)(methyl)sulfonium tetrakis(pentafluorophenyl)borate FC1=C(C(=C(C(=C1[B-](C1=C(C(=C(C(=C1F)F)F)F)F)(C1=C(C(=C(C(=C1F)F)F)F)F)C1=C(C(=C(C(=C1F)F)F)F)F)F)F)F)F.C(C1=CC=CC=C1)[S+](C)C1=CC=C(C=C1)O